C1=CC=C(C=C1)CNC2=NC=NC3=CC=CC=C32 The molecule is a member of the class of quinazolines that is quinazoline which is substituted by a benzylnitrilo group at position 4. It is a member of quinazolines, a secondary amino compound and a member of benzenes.